rel-(R)-5-(aminomethyl)-2-methyl-N-(1-(2-(1-methyl-1H-pyrazol-4-yl)-6-(thiophen-2-yl)pyridin-4-yl)ethyl)benzamide NCC=1C=CC(=C(C(=O)N[C@H](C)C2=CC(=NC(=C2)C=2SC=CC2)C=2C=NN(C2)C)C1)C |o1:10|